3-(2-(4-chloro-3-fluorophenoxy)acetamido)bicyclo[1.1.1]pentane-1-carboxylic acid methyl ester COC(=O)C12CC(C1)(C2)NC(COC2=CC(=C(C=C2)Cl)F)=O